COC(CC1=NNC2=C1CN(CC2)C(=O)[O-])=O 3-(2-methoxy-2-oxoethyl)-1,4,6,7-tetrahydro-5H-pyrazolo[4,3-c]pyridine-5-carboxylate